tert-Butyl 3-(((S)-1-((7-bromo-6-chloro-4-hydroxyquinazolin-5-yl)oxy)-3-cyanopropan-2-yl)amino)pyrrolidine-1-carboxylate BrC1=C(C(=C2C(=NC=NC2=C1)O)OC[C@H](CC#N)NC1CN(CC1)C(=O)OC(C)(C)C)Cl